1-(2-fluorophenyl)-6-oxo-pyridazine FC1=C(C=CC=C1)N1N=CC=CC1=O